2-(2-(2-Aminoethyl)aminoethyl)-4,7-dimethyl-5,6-diphenyl-1H-isoindole NCCNCCN1CC2=C(C(=C(C(=C2C1)C)C1=CC=CC=C1)C1=CC=CC=C1)C